N1CCC2=CC(=CC=C12)C(=O)N indoline-5-carboxamide